ClC1=CC=C(C=C1)C(C(=O)N1CCN(CC1)C=1C2=C(N=CN1)[C@@H](C[C@H]2C)O)CN2CCC(CC2)(F)F 2-(4-chlorophenyl)-3-(4,4-difluoropiperidin-1-yl)-1-(4-((5R,7R)-7-hydroxy-5-methyl-6,7-dihydro-5H-cyclopenta[d]pyrimidin-4-yl)piperazin-1-yl)propan-1-one